sodium α-methylstyrenesulfonate CC(=CS(=O)(=O)[O-])C1=CC=CC=C1.[Na+]